ClC1=C(C=C(C=C1)C#N)C(=O)N 2-chloro-5-cyanobenzeneAmide